[Si](C1=CC=CC=C1)(C1=CC=CC=C1)(C(C)(C)C)OCC1OCC(OC1)C(CO)(F)F 2-(5-(((tert-butyldiphenylsilyl)oxy)methyl)-1,4-dioxan-2-yl)-2,2-difluoroethan-1-ol